4-((2S,5R)-4-(1-(4-(2-cyclopropylethoxy)phenyl)propyl)-5-ethyl-2-methylpiperazin-1-yl)-1-methyl-2-oxo-1,2-dihydropyrido[3,2-d]Pyrimidine-6-carbonitrile C1(CC1)CCOC1=CC=C(C=C1)C(CC)N1C[C@@H](N(C[C@H]1CC)C=1C2=C(N(C(N1)=O)C)C=CC(=N2)C#N)C